ClC1=CC2=C(NC(=N2)NC2=CC=C3C(=CNC3=C2)F)C=C1Cl 5,6-dichloro-N-(3-fluoro-1H-indol-6-yl)-1H-1,3-benzodiazol-2-amine